4-(6-(4-acrylamido-2-((dimethylamino)methyl)phenyl)-4-aminopyrazolo[5,1-f][1,2,4]triazin-5-yl)-2-methoxy-N-(2,2,2-trifluoroethyl)benzamide C(C=C)(=O)NC1=CC(=C(C=C1)C1=NN2N=CN=C(C2=C1C1=CC(=C(C(=O)NCC(F)(F)F)C=C1)OC)N)CN(C)C